CC1=C(C=C(C=C1)NC(=O)C1C2CCC(C1)C2)C2=NC=CC=C2 cis-N-(4-methyl-3-pyridin-2-ylphenyl)bicyclo[2.2.1]heptane-2-carboxamide